3,4-dimethylbenzothiophenedicarboxylic acid CC1(C(SC2=C1C(=CC=C2)C)C(=O)O)C(=O)O